FC1=C(C(=CC(=C1)C=1C(=NNC1C)C1=CC=NC=C1)F)N1CC2(C1)NC(OCC2)=O 2-[2,6-difluoro-4-[5-methyl-3-(4-pyridyl)-1H-pyrazol-4-yl]phenyl]-7-oxa-2,5-diazaspiro[3.5]nonan-6-one